gallium germanium tin [Sn].[Ge].[Ga]